BrC=1C=C2C(=NC=NC2=CC1)C1=CC(=C(C=C1)N1CC2(CN(C2)C(=O)OC(C)(C)C)C1)F tert-butyl 6-(4-(6-bromoquinazolin-4-yl)-2-fluorophenyl)-2,6-diazaspiro[3.3]heptane-2-carboxylate